CC(CCCCCCCCCCCCCCC)N[C@@H](CCC(=O)O)C(=O)O 1-methyl-palmityl-glutamic acid